O=S1(CCC2=C1C(=CC=C2)N(C(=O)C=2C=NC=CC2)CC2=CC(=C(C(=C2)[N+](=O)[O-])C=O)F)=O N-(1,1-dioxo-2,3-dihydro-1λ6-benzothiophen-7-yl)-N-[(3-fluoro-4-formyl-5-nitrophenyl)methyl]pyridine-3-carboxamide